2-[5-[2-[4-(2-aminoethyl)phenyl]-5-cyanophenoxy]pyridazin-3-yl]benzamide NCCC1=CC=C(C=C1)C1=C(OC=2C=C(N=NC2)C2=C(C(=O)N)C=CC=C2)C=C(C=C1)C#N